2-(tert-butyl) 1-methyl isoindoline-1,2-dicarboxylate C1(N(CC2=CC=CC=C12)C(=O)OC(C)(C)C)C(=O)OC